4-(8-bromo-6-fluoro-2H-chromen-4-yl)-1H-imidazole BrC=1C=C(C=C2C(=CCOC12)C=1N=CNC1)F